Pyridazin-1-amine N1(NC=CC=C1)N